[F-].C[N+](CC)(CC)CC methyltriethylammonium fluoride